(2R,6R)-4-((R)-1-(6-ethyl-3-fluoropyridin-2-yl)-3-methoxypropyl)-1-isobutyryl-6-methyl-N-(4-(pyrimidin-2-yl)benzyl)piperazine-2-carboxamide C(C)C1=CC=C(C(=N1)[C@@H](CCOC)N1C[C@@H](N([C@@H](C1)C)C(C(C)C)=O)C(=O)NCC1=CC=C(C=C1)C1=NC=CC=N1)F